(R)-4-(2-(1-(2-(6-methylpyridin-3-yl)propan-2-yl)-3-(2,2,2-trifluoroacetyl)pyrrolidin-3-yl)ethyl)benzonitrile CC1=CC=C(C=N1)C(C)(C)N1C[C@@](CC1)(C(C(F)(F)F)=O)CCC1=CC=C(C#N)C=C1